BrC=1C(=C(C(N(C1)C)=C=O)C(=O)NC1=C(C(=CC=C1)SC(C)(C)C)Cl)O 5-bromo-N-(3-(tert-butylsulfanyl)-2-chlorophenyl)-4-hydroxy-1-methyl-2-carbonyl-1,2-dihydropyridine-3-carboxamide